ClC=1C=C(C=2N(N1)C(=CN2)C(=O)N[C@@H]2C(N(OC2)C)=C=O)N(C)CC2=CC=C(C=C2)OC (R)-6-chloro-8-((4-methoxybenzyl)(methyl)amino)-N-(2-methyl-3-carbonylisoxazolidin-4-yl)imidazo[1,2-b]pyridazine-3-carboxamide